2-chloro-4-(1-ethoxyvinyl)-5H-pyrrolo[3,2-d]pyrimidine ClC=1N=C(C2=C(N1)C=CN2)C(=C)OCC